1,4,4-trimethyl-4,5-dihydro-[1,2,4]triazolo[4,3-a]quinoxaline-9-carboxylic acid methyl ester COC(=O)C=1C=CC=C2NC(C=3N(C12)C(=NN3)C)(C)C